tert-butyl 2-{3-chloro-6-[2-(6-cyano-2-cyclopropylpyridin-3-yl)-4-fluorophenoxy]-1,2,4-triazin-5-yl}-2,7-diazaspiro[3.5]nonane-7-carboxylate ClC=1N=NC(=C(N1)N1CC2(C1)CCN(CC2)C(=O)OC(C)(C)C)OC2=C(C=C(C=C2)F)C=2C(=NC(=CC2)C#N)C2CC2